CN(C(=O)C1=NN=CN1)C N,N-dimethyL-4H-1,2,4-triazole-3-carboxamide